(1R,2R)-1-(9-ethyl-9H-carbazol-3-yl)-2-((p-tolylthio)methyl)but-3-en-1-ol C(C)N1C2=CC=CC=C2C=2C=C(C=CC12)[C@@H]([C@@H](C=C)CSC1=CC=C(C=C1)C)O